(2S,5'R)-7-chloro-3'-methoxy-5'-methyl-6-(3-methyl-1,2,4-oxadiazol-5-yl)-4-(2-tetrahydropyran-2-yloxyethoxy)spiro[benzofuran-2,4'-cyclohex-2-ene]-1',3-dione ClC1=C(C=C(C=2C([C@]3(C(=CC(C[C@H]3C)=O)OC)OC21)=O)OCCOC2OCCCC2)C2=NC(=NO2)C